CC=1C(=NC=C(C1)NC(C(=O)N1[C@H](CC[C@@H](C1)C)C1=CC(=CC=C1)S(NC)(=O)=O)=O)NC(OC(C)(C)C)=O |r| rac-tert-butyl (3-methyl-5-(2-((2R,5S)-5-methyl-2-(3-(N-methylsulfamoyl)phenyl)piperidin-1-yl)-2-oxoacetamido)pyridin-2-yl)carbamate